NC=1C=2N(C3=C(N1)C=NC(=C3)C(=O)N3[C@@H]1[C@H](C[C@@H](C3)F)OC3=C1C=CC(=C3)C(F)(F)F)C=NC2C (4-amino-3-methylimidazo[1,5-a]pyrido[3,4-e]pyrazin-8-yl)((3S,4aS,9bS)-3-fluoro-7-(trifluoromethyl)-3,4,4a,9b-tetrahydrobenzofuro[3,2-b]pyridin-1(2H)-yl)methanone